Tert-Butyl 4-(2-((7-(4-(2-Ethoxy-2-Oxoethyl)Thiazol-2-yl)Naphthalen-2-yl)Oxy)Ethyl)Piperazine-1-Carboxylate C(C)OC(CC=1N=C(SC1)C1=CC=C2C=CC(=CC2=C1)OCCN1CCN(CC1)C(=O)OC(C)(C)C)=O